dimethoxy(phenanthren-9-yl)(4-vinylphenyl)silane CO[Si](C1=CC=C(C=C1)C=C)(C=1C2=CC=CC=C2C=2C=CC=CC2C1)OC